tert-Butyl 4,7-dichloro-2-(chloromethyl)-1H-indole-1-carboxylate ClC1=C2C=C(N(C2=C(C=C1)Cl)C(=O)OC(C)(C)C)CCl